C1(=CC=CC=C1)N1C(=NC(=C1)CCCN1CCSCC1)C1=C(C(=O)N)C=CC=C1C=1C=NNC1 (1-phenyl-4-(3-thiomorpholinopropyl)-1H-imidazol-2-yl)-3-(1H-pyrazol-4-yl)benzamide